2-(2,4-dimethylphenoxy)nicotinoyl chloride CC1=C(OC2=C(C(=O)Cl)C=CC=N2)C=CC(=C1)C